N-(3-bromophenyl)-4-(trifluoromethyl)thiazol-2-amine BrC=1C=C(C=CC1)NC=1SC=C(N1)C(F)(F)F